FC=1C=CC(=C(C1)C=1C=NC=2CCN(CC2C1)C=1C(=CC=2N(N1)C(C=C(N2)C)=O)C)C 7-(3-(5-fluoro-2-methylphenyl)-7,8-dihydro-1,6-naphthyridin-6(5H)-yl)-2,8-dimethyl-4H-pyrimido[1,2-b]pyridazin-4-one